ClC(CCCCC)Cl dichloro-n-hexane